C1(CC1)C(C1=CC(=NC=C1)NC([C@H](C1CCC(CC1)(F)F)NC(=O)C1=CC=NN1C)=O)N1C(N[C@@H](C1)C(F)(F)F)=O N-((1S)-2-((4-(cyclopropyl((S)-2-oxo-4-(trifluoromethyl)imidazolidin-1-yl)methyl)pyridin-2-yl)amino)-1-(4,4-difluorocyclohexyl)-2-oxoethyl)-1-methyl-1H-pyrazole-5-carboxamide